5-methoxy-4-({3-methoxybicyclo[1.1.1]pentan-1-yl}amino)-N-[5-(5-methylpyrazol-1-yl)-1,3,4-thiadiazol-2-yl]-6-oxopyran-2-carboxamide COC1=C(C=C(OC1=O)C(=O)NC=1SC(=NN1)N1N=CC=C1C)NC12CC(C1)(C2)OC